OC1=CC=CC(=N1)NC1=NC=C(C=N1)C(=O)NCCC1=C(NC2=CC=CC=C12)C 2-((6-hydroxypyridin-2-yl)amino)-N-(2-(2-methyl-1H-indol-3-yl)ethyl)pyrimidine-5-carboxamide